(R)-6-chloro-7-(2-(((3-chloropyridin-2-yl)oxy)methyl)pyrrolidin-1-yl)-1-(6-(3-(dimethylamino)azetidin-1-yl)-2-methylpyridin-3-yl)-4-oxo-1,4-dihydroquinoline-3-carboxylic acid ClC=1C=C2C(C(=CN(C2=CC1N1[C@H](CCC1)COC1=NC=CC=C1Cl)C=1C(=NC(=CC1)N1CC(C1)N(C)C)C)C(=O)O)=O